ClC1=C(C=CC(=C1)F)C1=C(C=C(C(=C1)Cl)C(=O)NC1=CC=2C(N=C1)=CN(N2)C)F 2',5-dichloro-2,4'-difluoro-N-(2-methyl-2H-pyrazolo[4,3-b]pyridin-6-yl)-[1,1'-biphenyl]-4-carboxamide